COC1=NC=CC(=C1)C1(CCC1)NCC(=O)N1CC2CCC(C1)N2C2=NC=C(C#N)C=C2 6-(3-((1-(2-methoxypyridin-4-yl)cyclobutyl)glycyl)-3,8-diazabicyclo[3.2.1]octan-8-yl)nicotinonitrile